C1(CC1)OC1=C(C=C(C(=O)NC[C@](C)(O)C=2C=C3C(=C(N2)C2=CC=C(C=C2)F)OC[C@@]3(N3C=NN=C3)C)C=C1)OC 4-cyclopropoxy-N-((S)-2-((R)-7-(4-fluorophenyl)-3-methyl-3-(4H-1,2,4-triazol-4-yl)-2,3-dihydrofuro[2,3-c]pyridin-5-yl)-2-hydroxypropyl)-3-methoxybenzamide